C(C=C)(=O)OCCCCCCOC=1C=C2C(=CC(OC2=CC1)=O)C 6-(acryloxyhexoxy)-4-methylcoumarin